methyl (S,16Z,19Z,22Z,25Z,27E,31Z)-29-hydroxytetratriaconta-16,19,22,25,27,31-hexaenoate O[C@H](/C=C/C=C\C\C=C/C\C=C/C\C=C/CCCCCCCCCCCCCCC(=O)OC)C\C=C/CC